O=C1NC(CCC1N1C(C2=CC=C(C(=C2C1)F)C(=O)N[C@@H](C(F)(F)F)C1=CC=C(C=C1)F)=O)=O 2-(2,6-dioxopiperidin-3-yl)-4-fluoro-1-oxo-N-((R)-2,2,2-trifluoro-1-(4-fluorophenyl)ethyl)isoindoline-5-carboxamide